C(C1=CC=CC=C1)OCC[C@H](C[Si](C(C)C)(C(C)C)C(C)C)C (R)-(4-(benzyloxy)-2-methylbutyl)triisopropylsilane